1-(4-(difluoromethoxy)benzyl)-6-methylhexahydro-4H-pyrazino[1,2-a]pyrimidine-4,7(6H)-dione FC(OC1=CC=C(CN2C3N(C(CC2)=O)C(C(NC3)=O)C)C=C1)F